tert-butyl (2R,5S)-2-((methylsulfonyl)methyl)-5-(4-(trifluoromethyl)benzyl)-morpholine-4-carboxylate CS(=O)(=O)C[C@H]1CN([C@H](CO1)CC1=CC=C(C=C1)C(F)(F)F)C(=O)OC(C)(C)C